2-(4-fluorophenyl)benzo[d]isothiazol-3(2H)-one FC1=CC=C(C=C1)N1SC2=C(C1=O)C=CC=C2